C(#N)[C@H](C[C@H]1C(NCC1)=O)NC(C(CC1CC1)N1C(C2(CC1)N(CCCC2)C(=O)OC(C)(C)C)=O)=O tert-butyl 2-(1-(((S)-1-cyano-2-((S)-2-oxopyrrolidin-3-yl)ethyl)amino)-3-cyclopropyl-1-oxopropan-2-yl)-1-oxo-2,6-diazaspiro[4.5]decane-6-carboxylate